ClC1=CC2=C(N(C(N=C2N2[C@H](CN(CC2)C(\C=C\CN(C)C)=O)C)=O)C=2C(=NC=NC2C(C)C)C(C)C)N=C1C1=C(C=CC=C1)F 6-Chloro-1-(4,6-diisopropyl-pyrimidin-5-yl)-4-[(2S)-4-[(E)-4-(dimethylamino)but-2-enoyl]-2-methyl-piperazin-1-yl]-7-(2-fluoro-phenyl)pyrido[2,3-d]pyrimidin-2-one